8'-Bromo-7'-fluoro-3-(3-fluorophenyl)spiro[cyclobutane-1,1'-pyrrolo[2,3-c]quinolin]-2'(3'H)-one BrC1=CC=2C3=C(C=NC2C=C1F)NC(C31CC(C1)C1=CC(=CC=C1)F)=O